N1=NC=CC=C1N pyridazine-6-Amine